C1CCC2=CC(=CC=C12)NC(C1=CC(=CC=C1)S(=O)(=O)N1CCC2=CC=CC=C12)=O N-(2,3-dihydro-1H-inden-5-yl)-3-(indolin-1-ylsulfonyl)benzamide